tert-butyl 6-[4-(4-fluoro-2-methoxy-phenyl)-3-(4,5,6,7-tetrahydrothiazolo[5,4-c]pyridin-2-yl)-6,7-dihydro-5H-cyclopenta[c]pyridin-1-yl]-3,4-dihydro-1H-isoquinoline-2-carboxylate FC1=CC(=C(C=C1)C=1C2=C(C(=NC1C=1SC=3CNCCC3N1)C=1C=C3CCN(CC3=CC1)C(=O)OC(C)(C)C)CCC2)OC